O(C1=CC=CC=C1)CC(CNC1=CC=C(C=C1)CC1=CC=C(C=C1)NCC(COC1=CC=CC=C1)S)S bis[4-(3-phenoxy-2-mercaptopropylamino)phenyl]methane